N-(5-((8-ethyl-3,8-diazabicyclo[3.2.1]octan-3-yl)methyl)pyridin-2-yl)-5-fluoro-4-((S)-5-fluoro-1-(trifluoromethyl)-2,3-dihydro-1H-benzo[d]pyrrolo[1,2-a]imidazol-7-yl)pyrimidin-2-amine C(C)N1C2CN(CC1CC2)CC=2C=CC(=NC2)NC2=NC=C(C(=N2)C2=CC1=C(N=C3N1[C@@H](CC3)C(F)(F)F)C(=C2)F)F